[O-]S(=O)(=O)C(F)(F)F.C(CCCCCCC)[N+]1=CC=C(C=C1)CCCC 1-Octyl-4-butylpyridinium triflate